3-((4-oxo-3,4-dihydroquinazolin-2-yl)amino)benzoic acid O=C1NC(=NC2=CC=CC=C12)NC=1C=C(C(=O)O)C=CC1